NCC=1C=C(C=C(C1)O)C=1C=C2C(=NN(C2=CC1)C(C)C)COC1=C(C=CC=C1)CC(=O)OCC ethyl 2-(2-((5-(3-(aminomethyl)-5-hydroxyphenyl)-1-isopropyl-1H-indazol-3-yl)methoxy)phenyl)acetate